OCC1=C(N=C(S1)NC1=C(C=CC=C1)S(=O)(=O)N)C1=CC=C(C=C1)S(=O)(=O)N1CCCCC1 ((5-(hydroxymethyl)-4-(4-(piperidin-1-ylsulfonyl)phenyl)thiazol-2-yl)amino)benzenesulfonamide